ClC=1C(=NC=CC1C1=NC(=C(C=C1)CN(C(OC(C)(C)C)=O)C[C@H]1NC(CC1)=O)OC)C1=C(C(=CC=C1)NC(C1=NC=C(C=C1)C(OC)OC)=O)F tert-Butyl (S)-((3'-chloro-2'-(3-(5-(dimethoxymethyl)picolinamido)-2-fluorophenyl)-6-methoxy-[2,4'-bipyridin]-5-yl)methyl)((5-oxopyrrolidin-2-yl)methyl)carbamate